Norbornenedi-carboxylate C12(C(=CC(CC1)C2)C(=O)[O-])C(=O)[O-]